Methyl 4-(3-phenoxybenzamido)picolinate O(C1=CC=CC=C1)C=1C=C(C(=O)NC2=CC(=NC=C2)C(=O)OC)C=CC1